COC1=CC=C(C=C1)C(CC(=O)C1=CC=C(C=C1)C(C)(C)C)=O 1-(4-Methoxyphenyl)-3-[4-(2-methyl-2-propanyl)phenyl]-1,3-propandion